bromo-(3,7-dimethyl-9-(2,6,6-trimethylcyclohex-1-en-1-yl)non-2,4,6,8-tetraen-1-yl)triphenyl-phosphonium gallium [Ga+3].BrC1=C(C=CC=C1)[P+](C1=CC=CC=C1)(C1=CC=CC=C1)CC=C(C=CC=C(C=CC1=C(CCCC1(C)C)C)C)C